tert-butyl N-[5-(3-aminocyclopentyl)pyrazin-2-yl]-N-tert-butoxycarbonyl-carbamate NC1CC(CC1)C=1N=CC(=NC1)N(C(OC(C)(C)C)=O)C(=O)OC(C)(C)C